C(C=CC=C\C=C/CCCCCCCCCC)=O 6Z,9Z,12Z-Heptadecatrienal